C(C1=CC=CC=C1)OCCCCCCCC(CCCCCCCCO[Si](C(C)C)(C(C)C)C(C)C)=O 1-(benzyloxy)-16-((triisopropylsilyl)oxy)hexadecan-8-one